FC1=CC(=C(C(=C1)N)N)C 5-fluoro-3-methylbenzene-1,2-diamine